N1=CC(=CC=C1)C=1C=C2C=NC=NC2=C(C1)C1CN(CCC1)C(C=C)=O 1-(3-(6-(pyridin-3-yl)quinazolin-8-yl)piperidin-1-yl)prop-2-en-1-one